C(C)(C)(C)OC(=O)N1CC=2N(CC1)C(=NC2C=2C(=NC=CC2)C(C)C)C(F)(F)F (2-Isopropylpyridin-3-yl)-3-(trifluoromethyl)-5,6-Dihydroimidazo[1,5-a]pyrazine-7(8H)-carboxylic acid tert-butyl ester